C(C)(C)(C)C=1C=CC(=C(C1)N(C1=CC=C2C=CC=3C(=CC=C4C=CC1=C2C34)N(C3=C(C=C(C=C3)C)C)C3=C(C=CC(=C3)C(C)(C)C)C)C3=C(C=C(C=C3)C)C)C N1,N6-bis(5-(t-butyl)-2-methylphenyl)-N1,N6-bis(2,4-dimethylphenyl)pyrene-1,6-diamine